4-[bis(2,2-dimethyl-1,3-dioxolan-4-yl)methoxy]butyldiethylamine CC1(OCC(O1)C(OCCCCN(CC)CC)C1OC(OC1)(C)C)C